(1,3,5-tri(m-pyridin-3-ylphenyl))benzene N1=CC(=CC=C1)C=1C=C(C=CC1)C1=CC(=CC(=C1)C1=CC(=CC=C1)C=1C=NC=CC1)C1=CC(=CC=C1)C=1C=NC=CC1